3,3,4,4-tetrafluoro-1,2-dimethoxycyclobut-1-ene FC1(C(=C(C1(F)F)OC)OC)F